5-(ethyl-(tetrahydro-2H-pyran-4-yl)amino)-6-methyl-2-(1-methyl-1H-pyrazol-5-yl)indolizine-7-carboxylic acid C(C)N(C=1N2C=C(C=C2C=C(C1C)C(=O)O)C1=CC=NN1C)C1CCOCC1